5-[4-[(3-aminocyclobutyl)methyl]-1-piperidyl]-N-[3-(3-chloro-4-cyano-phenoxy)-2,2,4,4-tetramethyl-cyclobutyl]pyridine-2-carboxamide NC1CC(C1)CC1CCN(CC1)C=1C=CC(=NC1)C(=O)NC1C(C(C1(C)C)OC1=CC(=C(C=C1)C#N)Cl)(C)C